(Z)-2-((E)-(1-(pyridin-2-yl)ethyl)hydroxy)thiazolid-4-one N1=C(C=CC=C1)C(C)O[C-]1SCC(N1)=O